1-neopentyl-3-((dimethylamino)methylene)piperidine-2,4-dione C(C(C)(C)C)N1C(C(C(CC1)=O)=CN(C)C)=O